(([2-(propan-2-yloxy)phenyl]methylidene))ruthenium CC(C)OC1=C(C=CC=C1)C=[Ru]